C(C1=CC=CC=C1)OC(=O)N1[C@@H](CC(CC1)=COC)C1=CC=C(C=C1)C(=O)OC (S)-2-(4-(methoxycarbonyl)phenyl)-4-(methoxymethylene)piperidine-1-carboxylic acid benzyl ester